FC=1C=C(C=CC1F)C1=NN=C(S1)CO (5-(3,4-difluorophenyl)-1,3,4-thiadiazol-2-yl)methanol